Tetrachloropalladium Cl[Pd](Cl)(Cl)Cl